4-(1H-Benzo[d]imidazol-2-yl)-4-(5-bromo-2-hydroxyphenyl)-2-methylisoquinoline-1,3(2H,4H)-dione N1C(=NC2=C1C=CC=C2)C2(C(N(C(C1=CC=CC=C21)=O)C)=O)C2=C(C=CC(=C2)Br)O